ClC=1C=C2C(=CNC2=CC1Cl)CC(C)N 1-(5,6-dichloro-1H-indol-3-yl)propan-2-amine